(5-bromo-3-chloropyridin-2-yl)cyclobutan-1-ol BrC=1C=C(C(=NC1)C1(CCC1)O)Cl